N(=[N+]=[N-])C1C(N(C=2N(CC1)N=C(C2C)C)C)=O 6-azido-2,3,4-trimethyl-7,8-dihydro-4H-pyrazolo[1,5-a][1,3]diazepin-5(6H)-one